ClC=1C(=C(C=CC1)NC1=C(NC2=C1C(NCC21CCN(CC1)C(=O)OC)=O)C1=C(C=NC=C1)F)OC methyl 3'-[(3-chloro-2-methoxyphenyl)amino]-2'-(3-fluoropyridin-4-yl)-4'-oxo-5',6'-dihydro-1'H-spiro[piperidine-4,7'-pyrrolo[3,2-c]pyridine]-1-carboxylate